(R)-4-(5-(3'-chloro-2-methoxy-5-methyl-4'-(3-methyl-2-oxo-2,3-dihydro-1H-imidazol-1-yl)-[1,1'-biphenyl]-3-yl)pyridin-3-yl)-2-methylpiperazine-1-carboxylic acid tert-butyl ester C(C)(C)(C)OC(=O)N1[C@@H](CN(CC1)C=1C=NC=C(C1)C=1C(=C(C=C(C1)C)C1=CC(=C(C=C1)N1C(N(C=C1)C)=O)Cl)OC)C